C1(CCC1)C1=CC(=C(N1)C1=NC=CC=C1OC(F)(F)F)C(=O)O 5-cyclobutyl-2-(3-(trifluoromethoxy)pyridin-2-yl)-1H-pyrrole-3-carboxylic acid